[Br-].C[N+](CCCCCCCCCCCCCCCCCC)(CCCC)CCO N-methyl-N-butyl-N-octadecyl-hydroxyethyl-ammonium bromide salt